2-(tert-Butyl)-4-(3-chlorophenyl)-5-(propan-2-ylidene)-5H-benzo[d][1,3]diazepine C(C)(C)(C)C=1N=C(C(C2=C(N1)C=CC=C2)=C(C)C)C2=CC(=CC=C2)Cl